C12CCC(CC1)N2C2=NC(=CC1=C2N=C(N=C1)NC1=NC=2CCN(CC2C=C1)C(=O)C1CN(C1)CCO)C1COC1 [2-[[8-(7-azabicyclo[2.2.1]heptan-7-yl)-6-(oxetan-3-yl)pyrido[3,4-d]pyrimidin-2-yl]amino]-7,8-dihydro-5H-1,6-naphthyridin-6-yl]-[1-(2-hydroxyethyl)azetidin-3-yl]methanone